(2R,3S)-3-amino-1-(4-(benzylthio)phenylamino)-4-phenylbutan-2-ol N[C@H]([C@@H](CNC1=CC=C(C=C1)SCC1=CC=CC=C1)O)CC1=CC=CC=C1